N[C@@H]1C2=CC=CC=C2CC12CCN(CC2)C2=CN=C1C(N(C(NC1=N2)=O)C2=C(C(=CC=C2)Cl)Cl)=O (S)-7-(1-amino-1,3-dihydrospiro[indene-2,4'-piperidine]-1'-yl)-3-(2,3-dichlorophenyl)pteridine-2,4(1H,3H)-dione